(2R,3S)-2-(3-(6-fluoro-1H-benzo[d]imidazol-1-yl)propyl)piperidin-3-ol FC=1C=CC2=C(N(C=N2)CCC[C@H]2NCCC[C@@H]2O)C1